C(CCCCCCCC(C)C)O isohendecanol